C(C(=C)C)(=O)OC1=C(C=C(C=C1)[N+](=O)[O-])[N+](=O)[O-] 2,4-dinitrophenyl methacrylate